ClC=1C(=NC(=NC1)NC1CCN(CC1)S(=O)(=O)C)C=1C=NN(C1)C1=C(C=C(C=C1)CNC)Cl 5-Chloro-4-(1-(2-chloro-4-((methylamino)methyl)phenyl)-1H-pyrazol-4-yl)-N-(1-(methylsulfonyl)piperidin-4-yl)pyrimidin-2-amine